6-(1-propionyl-piperidin-4-ylmethoxy)-2-thieno[2,3-c]pyridin-5-yl-3H-quinazolin-4-one C(CC)(=O)N1CCC(CC1)COC=1C=C2C(NC(=NC2=CC1)C=1C=C2C(=CN1)SC=C2)=O